(trans)-3-(5-bromo-3-fluoro-7-(trifluoromethyl)-1H-indazol-1-yl)-1-methylcyclobutan-1-ol BrC=1C=C2C(=NN(C2=C(C1)C(F)(F)F)C1CC(C1)(O)C)F